4-(phenylethynyl)-1,2-benzenedicarboxylic acid anhydride C1(=CC=CC=C1)C#CC=1C=C2C(=CC1)C(=O)OC2=O